(2S,3S)-2-hydroxytridecane-1,2,3-tricarboxylate O[C@@](CC(=O)[O-])([C@H](CCCCCCCCCC)C(=O)[O-])C(=O)[O-]